BrC=1C=C(C=NC1)NCCOC 5-bromo-N-(2-methoxyethyl)pyridin-3-amine